C(C)C1(NC(N(C(C1)=O)[C@@H]1CCOC=2C1=NC(=CC2)C(=O)N[C@@H]2CC(OC1=CC=CC=C21)(C)C)=N)CC (R)-4-(4,4-diethyl-2-imino-6-oxotetrahydropyrimidin-1(2H)-yl)-N-((R)-2,2-dimethylchroman-4-yl)-3,4-dihydro-2H-pyrano[3,2-b]pyridine-6-carboxamide